ClC1=C(N2CCCC2=C1C(=O)NC1=CC(=C(C=C1)F)C)C(C(=O)N[C@@H](C)C1=NC(=NO1)C)=O (S)-6-chloro-N-(4-fluoro-3-methylphenyl)-5-(2-((1-(3-methyl-1,2,4-oxadiazol-5-yl)ethyl)amino)-2-oxoacetyl)-2,3-dihydro-1H-pyrrolizine-7-carboxamide